NC=1C=CC(=C(C=O)C1)OCCCl 5-amino-2-(2-chloroethoxy)benzaldehyde